C(C(C)(C)C)(=O)O.FC=O fluoromethanone pivalate